1-(6-hydroxy-2,3,4-trimethoxyphenyl)ethan-1-one OC1=CC(=C(C(=C1C(C)=O)OC)OC)OC